2-[(4-bromopyrazol-1-yl)methyl]-1,3-oxazole BrC=1C=NN(C1)CC=1OC=CN1